(R)-1-(7-(1-(4-fluorobenzyl)piperidin-3-yl)-2-methylpyrazolo[1,5-a]pyrimidin-3-yl)-N-((tetrahydro-2H-pyran-4-yl)methyl)methylamine FC1=CC=C(CN2C[C@@H](CCC2)C2=CC=NC=3N2N=C(C3CNCC3CCOCC3)C)C=C1